C(C)OC1=C(C=C(C=C1F)C(C)C)[C@@H](C(=O)O)N1C[C@@H](CC1)OCCCCCC1=NC=2NCCCC2C=C1 (S)-2-(2-ethoxy-3-fluoro-5-isopropylphenyl)-2-((R)-3-((5-(5,6,7,8-tetrahydro-1,8-naphthyridin-2-yl)pentyl)oxy)pyrrolidin-1-yl)acetic acid